NC1=NC=CC=C1C1=NC=2C(=NC(=CC2)C=2C=C(C#N)C=CC2)N1C1=CC=C(C=C1)CCl 3-(2-(2-Aminopyridin-3-yl)-3-(4-(chloromethyl)phenyl)-3H-imidazo[4,5-b]pyridin-5-yl)benzonitrile